C1(=CC=CC=C1)C1C=CC2=CC=C3C=CC=NC3=C2N1C1=CC=CC=C1 9,10-diphenyl-1,10-phenanthroline